C1(=CC=CC=C1)C1(COC1)NC1=NC(=NC(=N1)C1=CC=C2C=NN(C2=C1)C1OCCCC1)N N4-(3-phenyloxetan-3-yl)-6-(1-tetrahydropyran-2-ylindazol-6-yl)-1,3,5-triazine-2,4-diamine